4-(2-(3-(4-Chloro-3-(2,4-dioxotetrahydropyrimidin-1(2H)-yl)benzoyl)-3-azaspiro[5.5]undecan-9-yl)ethaneyl)piperazine-1-carboxylic acid (9H-fluoren-9-yl)methyl ester C1=CC=CC=2C3=CC=CC=C3C(C12)COC(=O)N1CCN(CC1)CCC1CCC2(CCN(CC2)C(C2=CC(=C(C=C2)Cl)N2C(NC(CC2)=O)=O)=O)CC1